10-(2-bromophenyl)indolo[3,2,1-jk]carbazole BrC1=C(C=CC=C1)C1=CC=2N3C4=C(C=CC=C4C2C=C1)C1=CC=CC=C13